O1COC2=C1C=CC(=C2)NC2=NC(=NC=C2C(F)(F)F)NC2=CC(=C(C=C2)F)Cl N4-(benzo[d][1,3]dioxol-5-yl)-N2-(3-chloro-4-fluorophenyl)-5-(trifluoromethyl)pyrimidine-2,4-diamine